N1(CCC1)CC1=CC=C(C(=N1)C)N1C=NC(=C1)C1=NC(=NC=C1C(F)(F)F)NC1CCN(CC1)S(=O)(=O)C 4-(1-(6-(azetidin-1-ylmethyl)-2-methylpyridin-3-yl)-1H-imidazol-4-yl)-N-(1-(methylsulfonyl)piperidin-4-yl)-5-(trifluoromethyl)pyrimidin-2-amine